tert-butyl (6-(2-ethyl-6-(methylthio)-3-oxo-2,3-dihydro-1H-pyrazolo[3,4-d]pyrimidin-1-yl)pyridin-2-yl)(methyl)carbamate C(C)N1N(C2=NC(=NC=C2C1=O)SC)C1=CC=CC(=N1)N(C(OC(C)(C)C)=O)C